4-(1,3-Dioxolane-2-yl)benzohydrazide O1C(OCC1)C1=CC=C(C(=O)NN)C=C1